(R)-(1-methylcyclopropyl)(2-methylpiperazin-1-yl)ketone CC1(CC1)C(=O)N1[C@@H](CNCC1)C